6-((4-cyclohexylbenzyl)amino)phthalazin-1(2H)-one C1(CCCCC1)C1=CC=C(CNC=2C=C3C=NNC(C3=CC2)=O)C=C1